FC(C=1OC(=NN1)N1[C@H](C2=C(CC1)NC=N2)C2=NN1C(C=CC=C1)=C2)F (R)-2-(difluoromethyl)-5-(4-(pyrazolo[1,5-a]pyridin-2-yl)-6,7-dihydro-1H-imidazo[4,5-c]pyridin-5(4H)-yl)-1,3,4-oxadiazole